NC=1C=C2C=CC=NC2=CC1 6-Aminoquinoline